tert-butyl (S)-4-(4-chloro-3-(1-(difluoromethyl)-1H-imidazol-2-yl)phenyl)-2,2-dimethyloxazolidine-3-carboxylate ClC1=C(C=C(C=C1)[C@@H]1N(C(OC1)(C)C)C(=O)OC(C)(C)C)C=1N(C=CN1)C(F)F